2-[[5-chloro-2-[[(6S)-6,7,8,9-tetrahydro-6-[4-(2-hydroxyethyl)-1-piperazinyl]-1-methoxy-5H-benzocyclohepten-2-yl]amino]-4-pyrimidinyl]amino]-N-methyl-benzamide ClC=1C(=NC(=NC1)NC=1C=CC2=C(CCC[C@@H](C2)N2CCN(CC2)CCO)C1OC)NC1=C(C(=O)NC)C=CC=C1